FC1(CNC(N(C1)C1(CCOCC1)C=1C=CC2=C(N=C(O2)[C@@H](NC(=O)C2=CC=NN2CC)C2CCC(CC2)(F)F)C1)=O)F (S)-N-((5-(4-(5,5-difluoro-2-oxotetrahydropyrimidin-1(2H)-yl)tetrahydro-2H-pyran-4-yl)benzo[d]oxazol-2-yl)(4,4-difluorocyclohexyl)methyl)-1-ethyl-1H-pyrazole-5-carboxamide